ethyl 5-phenyl-4H-1,2,4-triazole-3-carboxylate C1(=CC=CC=C1)C=1NC(=NN1)C(=O)OCC